N-((1H-tetrazol-5-yl)methyl)-2,6-dihydroxy-N,5'-dimethyl-4-pentyl-2'-(prop-1-en-2-yl)-1',2',3',4'-tetrahydro-[1,1'-biphenyl]-3-carboxamide N1N=NN=C1CN(C(=O)C=1C(=C(C(=CC1CCCCC)O)C1C(CCC(=C1)C)C(=C)C)O)C